4-(2-acryloyl-2,6-diazaspiro[3.4]octan-6-yl)-6-(1,6-dimethyl-1H-indazol-7-yl)-2-((4-(trifluoromethyl)benzyl)oxy)pyrimidine-5-carbonitrile C(C=C)(=O)N1CC2(C1)CN(CC2)C2=NC(=NC(=C2C#N)C=2C(=CC=C1C=NN(C21)C)C)OCC2=CC=C(C=C2)C(F)(F)F